COC=1C(=CC=2CCN3CC=4C(=C(C=CC4C(C3C2C1)C)OC)OS(=O)(=O)C1=CC(=CC=C1)F)OCC1=CC=CC=C1.NCCCNC(CCC(=O)NCCCN)=O N1,N4-bis(3-aminopropyl)succinamide 2,10-dimethoxy-13-methyl-3-(phenylmethoxy)-5,6,7,8,13,13a-hexahydroisoquinolino[2,1-b]isoquinolin-9-yl-3-fluorobenzenesulfonate